ClC=1C=CC2=C(C1)C=1N=CN=C(C1O2)C2=CC(=CC=C2)C2=CC=CC1=C2SC2=C1C=CC=C2 8-chloro-4-[3-(dibenzothiophen-4-yl)phenyl]-[1]benzofuro[3,2-d]pyrimidine